[C@H]12NC[C@H]([C@H](C1)OCC=1C(=NOC1C1CC1)C1=C(C=CC=C1Cl)Cl)CC2 4-((((1R,4R,5S)-2-azabicyclo[2.2.2]oct-5-yl)oxy)methyl)-5-cyclopropyl-3-(2,6-dichlorophenyl)isoxazole